ClC1=CC=CC(=N1)N1N=C(N=C1N)NC1=CC=C(C=C1)OCCN1CCCCC1 1-(6-Chloropyridin-2-yl)-N3-(4-(2-(piperidin-1-yl)ethoxy)phenyl)-1H-1,2,4-triazole-3,5-diamine